ClC1=C(CN2C(N(N=C2)C2=CC=C(C=C2)OC2=C(C(=NC=C2)N2CC(C2)(C)OC)F)=O)C(=CC=C1)F 4-(2-chloro-6-fluorobenzyl)-2-(4-((3-fluoro-2-(3-methoxy-3-methylazetidin-1-yl)pyridin-4-yl)oxy)phenyl)-2,4-dihydro-3H-1,2,4-triazol-3-one